N-[(4S)-chroman-4-yl]-8-(2,3,5-trifluorophenyl)-5-fluoro-4-(dimethylamino)-1,7-naphthyridine-3-carboxamide O1CC[C@@H](C2=CC=CC=C12)NC(=O)C=1C=NC2=C(N=CC(=C2C1N(C)C)F)C1=C(C(=CC(=C1)F)F)F